COC(=O)C1CC2=CC=C(C=C2C1)CO 5-(hydroxymethyl)-2,3-dihydro-1H-indene-2-carboxylic acid methyl ester